COC1=CC(=CC2=C1C(=O)C=C(O2)C3=CC(=C(C=C3)O)OC)O The molecule is a dimethoxyflavone that is the 5,3'-di-O-methyl derivative of luteolin. It has been isolated from Mimosa diplotricha. It has a role as a plant metabolite. It is a dihydroxyflavone and a dimethoxyflavone. It derives from a luteolin.